tert-Butyl 2-(3-acetyl-5-(3-methyl-3H-imidazo[4,5-b]pyridin-6-yl)-1H-indazol-1-yl)acetate C(C)(=O)C1=NN(C2=CC=C(C=C12)C=1C=C2C(=NC1)N(C=N2)C)CC(=O)OC(C)(C)C